N-(3-bromo-5-chloroisonicotinyl)-O-((1R,3R)-3-(2-(5,6,7,8-tetrahydro-1,8-naphthyridin-2-yl)ethyl)cyclobutyl)homoserine BrC1=C(CN[C@@H](CCOC2CC(C2)CCC2=NC=3NCCCC3C=C2)C(=O)O)C(=CN=C1)Cl